acryloyloxyhexadecyl-fluorodimethylsilane C(C=C)(=O)OCCCCCCCCCCCCCCCC[Si](C)(C)F